3-(benzyloxy)-6-(4-(4-phenylpiperazin-1-yl)but-1-yn-1-yl)picolinic acid methyl ester COC(C1=NC(=CC=C1OCC1=CC=CC=C1)C#CCCN1CCN(CC1)C1=CC=CC=C1)=O